2,5,7-triaminonaphthalene NC1=CC2=CC(=CC(=C2C=C1)N)N